FC(C1=C(C=CC(=C1)C(F)(F)F)C=1CCCC2=C(C1C1=CC=C(C=C1)C=C1CN(C1)CCCF)C=CC(=C2)C(=O)O)(F)F 8-(2,4-bis(trifluoromethyl)phenyl)-9-(4-((1-(3-fluoropropyl)azetidin-3-ylidene)methyl)phenyl)-6,7-dihydro-5H-benzo[7]annulene-3-carboxylic acid